tetrabutylammonium α-methyl-4-phenylbenzylsulfate CC(C1=CC=C(C=C1)C1=CC=CC=C1)OS(=O)(=O)[O-].C(CCC)[N+](CCCC)(CCCC)CCCC